C(C1=CC=CC=C1)=[Ru](C1N(C=CN1C1CCCCC1)C1CCCCC1)(C1N(C=CN1C1CCCCC1)C1CCCCC1)(Cl)Cl benzylidenebis(1,3-dicyclohexylimidazol-2-yl)ruthenium dichloride